ClC1=CC=2N(C=C1)C(=C(N2)C2=C(C(=C(C=C2F)C(NC)=O)F)OC)C[C@H]2CN(CCO2)C(=O)OC methyl (S)-2-((7-chloro-2-(3,6-difluoro-2-methoxy-4-(methylcarbamoyl)phenyl)imidazo[1,2-a]pyridin-3-yl)methyl)morpholine-4-carboxylate